CN1C(C2(C3=CC(=CC=C13)C)CCC1(CC2)OCCO1)=O 1'',5''-dimethyldispiro[1,3-dioxolane-2,1'-cyclohexane-4',3''-indol]-2''-one